C(C)(C)(C)OC(=O)N1CC(CCC1)CCOC1=CC(=C(C=C1)C)C#N 3-(2-(3-cyano-4-methylphenoxy)ethyl)piperidine-1-carboxylic acid tert-butyl ester